The molecule is a hydrochloride salt resulting from the formal reaction of equimolar amounts of alvocidib and hydrogen chloride. A cyclin-dependent kinase 9 (CDK9) inhibitor, it has been studied for the treatment of acute myeloid leukaemia, arthritis and atherosclerotic plaque formation. It has a role as an antineoplastic agent, an antirheumatic drug, an apoptosis inducer and an EC 2.7.11.22 (cyclin-dependent kinase) inhibitor. It contains an alvocidib(1+). CN1CC[C@@H]([C@@H](C1)O)C2=C(C=C(C3=C2OC(=CC3=O)C4=CC=CC=C4Cl)O)O.Cl